(R)-N-(7-(difluoromethyl)-2-methylimidazo[1,2-a]pyridin-6-yl)-4-(3-methylpiperazin-1-yl)-2,3-dihydro-1H-pyrrolo[2,3-b]pyridine-1-carboxamide formate C(=O)O.FC(C1=CC=2N(C=C1NC(=O)N1CCC=3C1=NC=CC3N3C[C@H](NCC3)C)C=C(N2)C)F